[Br-].C(C)[N+](C)(C)CCCCCCCCCCCCCC ethyl-tetradecyl-dimethyl-ammonium bromide